[N+](=O)([O-])C1=NN2C(C(NCC2)=O)=C1 2-Nitro-6,7-dihydropyrazolo[1,5-a]pyrazin-4(5H)-one